C[C@]1(C(C)=O)CC[C@H]2[C@@H]3CC=C4CCCC[C@]4(C)[C@H]3CC[C@]12C 17α-methyl-pregn-5-en-20-one